Cl.N1=CC=C(C=C1)CCCOC=1C=C2C(NC(=NC2=CC1)C1=CC(=CC=C1)C(F)(F)F)=O 6-[3-(4-pyridinyl)propoxy]-2-[3-(trifluoromethyl)phenyl]-3H-quinazolin-4-one hydrochloride